N-(trans-4-(difluoromethoxy)cyclohexyl)-5-(imidazo[1,2-a]pyrimidin-6-yl)-4-methoxypyrrolo[2,1-f][1,2,4]triazin-2-amine FC(O[C@@H]1CC[C@H](CC1)NC1=NN2C(C(=N1)OC)=C(C=C2)C=2C=NC=1N(C2)C=CN1)F